CC=1C=C(C=CC1C)CC(=O)N (3,4-dimethylphenyl)acetamide